C1(=CC=CC=C1)C(C(=O)C1=CC=C(C=C1)N1CCOCC1)(CC)N(C)C 2-phenyl-2-dimethylamino-1-(4-morpholinylphenyl)-1-butanone